5-heptyloxolan-2-one C(CCCCCC)C1CCC(O1)=O